C(#N)C=1C=2CCCC2C(=C2CCCC12)NC(=O)NS(=O)(=O)C=1OC=C(C1)C(C)(C)O N-(8-cyano-1,2,3,5,6,7-hexahydros-indacen-4-ylcarbamoyl)-4-(2-hydroxypropan-2-yl)furan-2-sulfonamide